N-(4,6-dimethoxy-2-{[2-(piperazin-1-yl)ethyl]amino}pyrimidin-5-yl)-5-[(3,3,6-trimethyl-2,3-dihydro-1H-inden-5-yl)oxy]furan-2-carboxamide COC1=NC(=NC(=C1NC(=O)C=1OC(=CC1)OC=1C=C2C(CCC2=CC1C)(C)C)OC)NCCN1CCNCC1